C(C)OC(C(=O)C1=C(N=C(S1)NC1=CC=C(C=C1)F)N)=O 2-[4-Amino-2-(4-fluoroanilino)thiazol-5-yl]-2-oxo-acetic acid ethyl ester